C(C1=CC=CC=C1)(C1=CC=CC=C1)(C1=CC=CC=C1)SCCNC(CCNC(=O)[C@H](O)C(C)(C)CO)=O S-tritylpantetheine